C(=O)(O)C(CC=1N=CNC1)O 4-(2-carboxy-2-hydroxyethyl)imidazole